2-(1-(4-(6-((4-cyano-2-fluorobenzyl)oxy)pyridin-2-yl)piperidin-1-yl)-2-Fluoroethyl)-1-(((S)-oxetan-2-yl)methyl)-1H-benzo[d]imidazole-6-carboxylate C(#N)C1=CC(=C(COC2=CC=CC(=N2)C2CCN(CC2)C(CF)C2=NC3=C(N2C[C@H]2OCC2)C=C(C=C3)C(=O)[O-])C=C1)F